OC(CS)C(CS)O 2,3-dihydroxy-1,4-dimercaptobutane